N-(2-(2,6-dioxopiperidin-3-yl)-1-oxoisoindolin-4-yl)-4,4-difluoropyrrolidine-2-carboxamide O=C1NC(CCC1N1C(C2=CC=CC(=C2C1)NC(=O)C1NCC(C1)(F)F)=O)=O